Cl.C[C@H]1NCC[C@@H](C1)OC=1SC2=C(N1)SC(=N2)C=2C=CC(=C1C=NNC21)C=2C=NNC2 7-(5-{[(2R,4S)-2-Methylpiperidin-4-yl]oxy}[1,3]thiazolo[5,4-d][1,3]thiazol-2-yl)-4-(1H-pyrazol-4-yl)-1H-indazol Hydrochlorid